CC(=CC[C@@]12C3=C(C=C(C=C3)O)O[C@@]1(C(=O)C4=C(O2)C5=C(C=C4O)O[C@@H](C5)C(=C)C)O)C The molecule is an extended flavonoid that is the 2S*-diastereomer of nigrasin E. It has been isolated from the twigs of Morus nigra. It has a role as a plant metabolite. It is an extended flavonoid, an organic heteropentacyclic compound and a polyphenol.